(trifluoromethyl)isoindolin FC(F)(F)C1NCC2=CC=CC=C12